C(N)(OCC(F)F)=O (2,2-difluoroethyl) carbamate